C(C)(C)(C)OC(=O)N(CC(=O)OCCN(C(=O)OC(C)(C)C)CC(=O)OCCOCCOCCOCC(=O)OCC1=CC=CC=C1)CCOC 2-[[2-[2-[2-[2-(2-benzyloxy-2-oxo-ethoxy)ethoxy]ethoxy]ethoxy]-2-oxo-ethyl]-tert-butoxycarbonyl-amino]ethyl 2-[tert-butoxycarbonyl(2-methoxyethyl)amino]acetate